2-[3-(4-Chloro-3-isopropyloxyphenyl)-1-methyl-1H-1,2,4-triazol-5-yl]-N-[(4R)-3,4-dihydro-2H-1-benzopyran-4-yl]acetamid ClC1=C(C=C(C=C1)C1=NN(C(=N1)CC(=O)N[C@@H]1CCOC2=C1C=CC=C2)C)OC(C)C